NC1=C(C=CC=C1)NC1=NC(=NC=C1Cl)NC1=C(C=C(C=C1)N1CCOCC1)OC N4-(2-aminophenyl)-5-chloro-N2-(2-methoxy-4-morpholinophenyl)pyrimidin-2,4-diamine